C(C)(C)(C)OC(N[C@@H](CC1=CNC2=CC=CC=C12)C=1OC(=NN1)C)=O (S)-(2-(1H-indol-3-yl)-1-(5-methyl-1,3,4-oxadiazol-2-yl)ethyl)carbamic acid tert-butyl ester